BrC1=CC=C(C=C1)C1=CC=C(C=C1)CSC1=C(N=NN1)C(=O)O 5-(((4'-bromo-[1,1'-biphenyl]-4-yl)methyl)thio)-1H-1,2,3-triazole-4-carboxylic acid